3-(2-methylpyrazol-3-yl)-5-[4-(piperazin-1-yl)phenyl]-1H-pyrrolo[2,3-b]pyridine CN1N=CC=C1C1=CNC2=NC=C(C=C21)C2=CC=C(C=C2)N2CCNCC2